(Vanillyl) phytyl succinate C(CCC(=O)OC\C=C(/C)\CCC[C@H](C)CCC[C@H](C)CCCC(C)C)(=O)OCC1=CC(OC)=C(O)C=C1